5-hexenyldiethoxysilane C(CCCC=C)[SiH](OCC)OCC